ClC=1C=CC2=C(N=C(O2)N2CC3(C2)CCC(CC3)N)C1 2-(5-Chloro-1,3-benzoxazol-2-yl)-2-azaspiro[3.5]nonan-7-amine